(5-laurylamino-5-oxopentyl)dimethylammonium C(CCCCCCCCCCC)NC(CCCC[NH+](C)C)=O